N-(5-ethyl-3-methyl-1-{[2-(trimethylsilyl)ethoxy]methyl}indazol-4-yl)-N-methyl-1-(4-methylpyridin-2-yl)pyrazole-4-sulfonamide C(C)C=1C(=C2C(=NN(C2=CC1)COCC[Si](C)(C)C)C)N(S(=O)(=O)C=1C=NN(C1)C1=NC=CC(=C1)C)C